pentyl N,N-dimethylaminobenzoate CN(C)C1=C(C(=O)OCCCCC)C=CC=C1